(1S,2S,3S)-2-METHYL-3-VINYLCYCLOHEXANOL C[C@@H]1[C@H](CCC[C@H]1C=C)O